C1(=CC=CC=C1)C(\C=C(/CC)\C(F)(F)F)=O (E)-1-phenyl-3-(trifluoromethyl)pent-2-en-1-one